C(C)(=O)NC1=CC=NC2=CC=C(C=C12)C=1C=C(C=CC1)NC(C=C)=O N-[3-(4-acetamidoquinolin-6-yl)phenyl]prop-2-enamide